4-[[(2-methoxybenzoyl)amino]sulfonyl]benzoic acid COC1=C(C(=O)NS(=O)(=O)C2=CC=C(C(=O)O)C=C2)C=CC=C1